C(C)(C)(C)OC(NC1=C(C=CC(=C1)Cl)Br)=O (2-bromo-5-chlorophenyl)carbamic acid tert-butyl ester